4-((1R,5S)-3,8-diazabicyclo[3.2.1]octan-3-yl)-7-(8-methyl-5,6,7,8-tetrahydronaphthalen-1-yl)-2-(((S)-1-methylpyrrolidin-2-yl)methoxy)-5,6,7,8-tetrahydropyrido[3,4-d]pyrimidine [C@H]12CN(C[C@H](CC1)N2)C=2C1=C(N=C(N2)OC[C@H]2N(CCC2)C)CN(CC1)C1=CC=CC=2CCCC(C12)C